C(C=C)N1S(C2=C(C3=C1C=CC=C3)N=C(N=C2)NC2=CC=C3C(CN(CC3=C2)C)(C)C)(=O)=O 6-allyl-N-(2,4,4-trimethyl-1,2,3,4-tetrahydroisoquinolin-7-yl)-6H-pyrimido[5,4-c][2,1]benzothiazin-2-amine 5,5-dioxide